COC=1C=C2C(CNC2=CC1OC)C[C@@H]1N(CCC1)C([2H])([2H])[2H] 5,6-dimethoxy-3-(((R)-1-(methyl-d3)pyrrolidin-2-yl)methyl)indoline